C1(=CC=C(C=C1)C1=NC(=NC(=N1)C1=CC=CC=C1)N1C2=CC=CC=C2C=2C=CC=C(C12)Br)C1=CC=CC=C1 9-(4-([1,1'-biphenyl]-4-yl)-6-phenyl-1,3,5-triazin-2-yl)-1-bromo-9H-carbazole